O(C1=CC=CC=C1)C=1C=C2C=CN(C2=C(C1)C(=O)NC1(CC1)C1=CC=C(C(=O)O)C=C1)CC1=CC=C(C=C1)C(F)(F)F 4-(1-(5-phenoxy-1-(4-(trifluoromethyl)benzyl)-1H-indole-7-carboxamido)cyclopropyl)benzoic acid